1-(2-chlorophenyl)-(S,S)-1,2-hexanediol ClC1=C(C=CC=C1)[C@@H]([C@H](CCCC)O)O